C(C)(C)(C)C12CN(CC(N1C(=O)OC=1C(=NC(=NC1Cl)Cl)Cl)C2)C2=NC=C(N=C2)C=2C=1N(C=C(C2)C=2C=NN(C2)C)N=CC1C#N 2,4,6-trichloropyrimidin-5-ol tert-butyl-3-(5-(3-cyano-6-(1-methyl-1H-pyrazol-4-yl)pyrazolo[1,5-a]pyridine-4-yl)pyrazin-2-yl)-3,6-diazabicyclo[3.1.1]heptan-6-carboxylate